5-fluoro-2-(2-hydroxyethyl)-2H-indazole-3-carbaldehyde FC1=CC2=C(N(N=C2C=C1)CCO)C=O